2-(5-amino-2-(furan-2-yl)-7H-pyrazolo[4,3-e][1,2,4]triazolo[1,5-c]pyrimidin-7-yl)-2-phenyl-N-(2-(tetrahydro-2H-pyran-4-yl)ethyl)propanamide NC1=NC2=C(C=3N1N=C(N3)C=3OC=CC3)C=NN2C(C(=O)NCCC2CCOCC2)(C)C2=CC=CC=C2